BrCC1=CCN(C=C1)C 4-(bromomethyl)-1-methylpyridin